N-((4-(cyclopropylmethoxy)-2-fluorophenyl)(tosyl)methyl)carboxamide C1(CC1)COC1=CC(=C(C=C1)C(NC=O)S(=O)(=O)C1=CC=C(C)C=C1)F